2-[4-(2-chloro-3-fluoro-phenyl)-2-oxo-chromen-7-yl]oxypropionic acid ethyl ester C(C)OC(C(C)OC1=CC=C2C(=CC(OC2=C1)=O)C1=C(C(=CC=C1)F)Cl)=O